ethyl 2-(5-bromo-1-methyl-1H-pyrrolo[2,3-b]pyridin-3-yl)-2-oxoacetate BrC=1C=C2C(=NC1)N(C=C2C(C(=O)OCC)=O)C